BrC1=C(C=C(S1)C(=O)N1CCN(CC1)C1=CC=C(C=C1)OC)OCOC (5-Bromo-4-(methoxymethoxy)thiophen-2-yl)(4-(4-methoxyphenyl)piperazin-1-yl)methanone